(S)-4-(4-((1-Acetylpiperidin-3-yl)amino)isoindoline-2-carbonyl)-3-(benzyloxy)-5-hydroxybenzonitrile C(C)(=O)N1C[C@H](CCC1)NC1=C2CN(CC2=CC=C1)C(=O)C1=C(C=C(C#N)C=C1O)OCC1=CC=CC=C1